ClCC1=NC2=C(N1CC1(CC1)CF)C=C(C=C2)C(=O)[O-] 2-(chloromethyl)-1-((1-(fluoromethyl)cyclopropyl)-methyl)-1H-benzo[d]imidazole-6-carboxylate